1-(tert-butoxycarbonyl)-4-(4,4,5,5-tetramethyl-[1,3,2]dioxaborolan-2-yl)-3,6-dihydro-2H-pyridine C(C)(C)(C)OC(=O)N1CCC(=CC1)B1OC(C(O1)(C)C)(C)C